methyl cis-2-((2-fluorobiphenyl-3-yl)methyl)-3-((methylsulfonyl)amino)piperidine-1-carboxylate FC1=C(C=CC=C1C[C@@H]1N(CCC[C@@H]1NS(=O)(=O)C)C(=O)OC)C1=CC=CC=C1